tert-butyl N-[2-(benzyloxy)-1-[2-(2,2,2-trifluoroethoxy)pyridin-4-yl]ethyl]carbamate C(C1=CC=CC=C1)OCC(C1=CC(=NC=C1)OCC(F)(F)F)NC(OC(C)(C)C)=O